C(C)OC(=O)C=1N=C(OC1)C=1C(=NC=CC1)C 2-(2-methylpyridin-3-yl)oxazole-4-carboxylic acid ethyl ester